7-[[6-[(dimethyl-amino)methyl]-5-(4-methyl-5-oxo-1,4-diazepan-1-yl)-2-pyridyl]amino]-4-(7-fluoro-imidazo[1,2-a]pyridin-3-yl)isoindolin-1-one Formic acid salt C(=O)O.CN(C)CC1=C(C=CC(=N1)NC=1C=CC(=C2CNC(C12)=O)C1=CN=C2N1C=CC(=C2)F)N2CCN(C(CC2)=O)C